Methyl 5-(methylamino)-6-(3-methylimidazo[4,5-c]pyridin-7-yl)-3-[4-[(4-methylpiperazin-1-yl)methyl]anilino]pyrazine-2-carboxylate CNC=1N=C(C(=NC1C=1C2=C(C=NC1)N(C=N2)C)C(=O)OC)NC2=CC=C(C=C2)CN2CCN(CC2)C